2-((3,5-dicyano-6-(4-(2,4-dioxooxazolidin-3-yl)piperidin-1-yl)-4-ethylpyridin-2-yl)sulfanyl)-2-phenylacetamide C(#N)C=1C(=NC(=C(C1CC)C#N)N1CCC(CC1)N1C(OCC1=O)=O)SC(C(=O)N)C1=CC=CC=C1